(1R,3aS,3bS,7S,9aR,9bS,11aR)-1-[(2R)-4-[3-(2-hydroxyethoxy)pyridin-2-yl]butan-2-yl]-9a,11a-dimethyl-1H,2H,3H,3aH,3bH,4H,6H,7H,8H,9H,9aH,9bH,10H,11H,11aH-cyclopenta[a]phenanthren-7-ol OCCOC=1C(=NC=CC1)CC[C@@H](C)[C@H]1CC[C@@H]2[C@@]1(CC[C@@H]1[C@]3(CC[C@@H](CC3=CC[C@@H]21)O)C)C